C(C)(C)(C)OC(=O)N1CC(C1)C12CC(C1)(C2)CNC2(CC2)C(F)(F)F 3-[3-[[[1-(trifluoromethyl)cyclopropyl]amino]methyl]-1-bicyclo[1.1.1]pentyl]azetidine-1-carboxylic acid tert-butyl ester